COC1(CC(C1)(C#N)C1=CC=CC=C1)OC 3,3-dimethoxy-1-phenylcyclobutane-1-carbonitrile